di(1-hydroxyethyl) diselenide OC(C)[Se][Se]C(C)O